(cyclopropylsulfonyl)-8-azabicyclo[3.2.1]octan C1(CC1)S(=O)(=O)C12CCCC(CC1)N2